3-methoxy-N-(4-(2-methoxyphenoxy)phenyl)benzamide COC=1C=C(C(=O)NC2=CC=C(C=C2)OC2=C(C=CC=C2)OC)C=CC1